COC([C@@H](NC([C@H]1NCCC1)=O)CS)=O prolyl-cysteine methyl ester